NCCCNC1=NC=CC=C1 N-(3-aminopropyl)pyridin-2-amine